C1=C(C=CC=2SC3=C(C21)C=CC=C3)C3(NC(C2=CC=CC=C32)=O)O 3-(dibenzo[b,d]thiophen-2-yl)-3-hydroxyisoindolin-1-one